6-((1-(tert-butyl)-3-((1S,3R)-3-((tert-butyldimethylsilyl)oxy)cyclopentyl)-1H-pyrazol-5-yl)amino)thiochromane 1,1-dioxide C(C)(C)(C)N1N=C(C=C1NC=1C=C2CCCS(C2=CC1)(=O)=O)[C@@H]1C[C@@H](CC1)O[Si](C)(C)C(C)(C)C